C(C)(=O)C1=CC=C(C=C1)C1=CC(=CC=C1)C=1N=C(SC1)NC(=O)[C@H]1N(CCC1)C(=O)C1=CN(C(=C1)C)S(=O)(=O)C (S)-N-(4-(4'-acetyl-[1,1'-biphenyl]-3-yl)thiazol-2-yl)-1-(5-methyl-1-(methylsulfonyl)-1H-pyrrole-3-carbonyl)pyrrolidine-2-carboxamide